FC1=C(C=C(C=C1)F)C1=CC=C(N=N1)NC1[C@H]2CN(C[C@@H]12)CC1CCOCC1 (1s,5r)-N-[6-(2,5-difluorophenyl)pyridazin-3-yl]-3-(tetrahydropyran-4-ylmethyl)-3-azabicyclo[3.1.0]hexane-6-amine